CC1(OB(OC1(C)C)C=1C=NN(C1)[C@H]1CN(CC1)C(=O)OC(C)(C)C)C tert-butyl (R)-3-(4-(4,4,5,5-tetramethyl-1,3,2-dioxaborolan-2-yl)-1H-pyrazol-1-yl)pyrrolidine-1-carboxylate